4-(1-(7-(bis(3-methoxy-3-oxopropyl)amino)-4-(butylsulfanyl)-2-oxo-2H-chromen-3-yl)-3-ethoxy-3-oxoprop-1-en-2-yl)-1-(2-hydroxyethyl)pyridin COC(CCN(C1=CC=C2C(=C(C(OC2=C1)=O)C=C(C(=O)OCC)C1=CCN(C=C1)CCO)SCCCC)CCC(OC)=O)=O